[Mo].C(#N)CCNC(CC1=NC=2C(=C3C(=NC2)NC=C3)N1C1CCC(CC1)CC#N)=O N-(2-cyanoethyl)-2-(1-((1R,4R)-4-(cyanomethyl)cyclohexyl)-1,6-dihydroimidazo[4,5-d]pyrrolo[2,3-b]pyridin-2-yl)acetamide molybdenum